COC=1C=C2C=3[C@H](CCCC3N(C2=CC1)S(=O)(=O)C1=CC=C(C)C=C1)N[S@](=O)C(C)(C)C (R)-N-((S)-6-methoxy-9-p-toluenesulfonyl-2,3,4,9-tetrahydro-1H-carbazol-4-yl)-2-methylpropan-2-sulfinamide